triindium tin [Sn].[In].[In].[In]